C(C)(C)C1=C(OCC2=CNC(O2)=S)C=CC=C1 5-[(2-Isopropylphenoxy)methyl]oxazole-2(3H)-thione